5-[2-(4-Hydroxyphenyl)ethyl]-2-methylbenzene-1,3-diol OC1=CC=C(C=C1)CCC=1C=C(C(=C(C1)O)C)O